4-hydroxy-2,5,6-triaminopyrimidine OC1=NC(=NC(=C1N)N)N